FC(C1=CC=C2C(NC(N(C2=C1)CC1=CN=CN1COCC[Si](C)(C)C)=O)=O)(F)F 7-(trifluoromethyl)-1-((1-((2-(trimethylsilyl)ethoxy)methyl)-1H-imidazol-5-yl)methyl)quinazoline-2,4(1H,3H)-dione